C1(CC1)C1=CC(=CC(=N1)C=1OC2=C(N1)C=C(C=C2C)C(C)=O)C2=C(C=C(C=C2)F)C2=NN=CN2C 1-(2-{6-Cyclopropyl-4-[4-fluoro-2-(4-methyl-1,2,4-triazol-3-yl)phenyl]pyridin-2-yl}-7-methyl-1,3-benzoxazol-5-yl)ethanone